tert-butyl (2-(5-((4-((5-oxopyrrolidine-3-carboxamido)methyl)phenyl)amino)-2-(4-(trifluoromethyl)piperidin-1-yl)phenoxy)ethyl)carbamate O=C1CC(CN1)C(=O)NCC1=CC=C(C=C1)NC=1C=CC(=C(OCCNC(OC(C)(C)C)=O)C1)N1CCC(CC1)C(F)(F)F